3-butyl-2-cyclopentyl-3-hydroxy-2,3,4,5-tetrahydro-1H-isoindol-1-one C(CCC)C1(N(C(C=2C=CCCC12)=O)C1CCCC1)O